(1R,5R,6R)-3-(7-(8-ethyl-7-fluoro-3-hydroxynaphthalen-1-yl)-6,8-difluoro-2-(((2R,7aS)-2-fluorohexahydro-1H-pyrrolizin-7a-yl)methoxy)quinazolin-4-yl)-3-azabicyclo[3.2.1]octan-6-ol C(C)C=1C(=CC=C2C=C(C=C(C12)C1=C(C=C2C(=NC(=NC2=C1F)OC[C@]12CCCN2C[C@@H](C1)F)N1C[C@H]2C[C@H]([C@@H](C1)C2)O)F)O)F